3,5-difluoro-6-(4-fluorophenyl)-4-(2-hydroxypropan-2-yl)pyridine FC=1C=NC(=C(C1C(C)(C)O)F)C1=CC=C(C=C1)F